3-(1-(1-(2-(4-(trifluoromethyl)phenyl)pyrimidin-5-yl)butyl)-1H-indazole-5-carboxamido)propionic acid FC(C1=CC=C(C=C1)C1=NC=C(C=N1)C(CCC)N1N=CC2=CC(=CC=C12)C(=O)NCCC(=O)O)(F)F